COC(=O)C1=CC=C(C=2N1C(N(N2)CC2=NC=C(C=C2F)Cl)=O)C(F)(F)F Methyl-2-[(5-chloro-3-fluoropyridin-2-yl)methyl]-3-oxo-8-(trifluoromethyl)-2,3-dihydro[1,2,4]triazolo[4,3-a]pyridine-5-carboxylate